tert-butyl 1-methyl-7-phenoxyisoquinoline-3-carboxylate CC1=NC(=CC2=CC=C(C=C12)OC1=CC=CC=C1)C(=O)OC(C)(C)C